2-methyl-6-((methylamino)methyl)phenol CC1=C(C(=CC=C1)CNC)O